ClC1=CC(=NC=2N(C(NC(C21)=O)=O)C=2C(=NC=NC2C2CC2)C2CC2)Cl 5,7-dichloro-1-(4,6-dicyclopropylpyrimidin-5-yl)pyrido[2,3-d]pyrimidin-2,4(1H,3H)-dione